selenonine [Se]1C=CC=CC=CC=C1